6-(difluoromethyl)pyrimidine-4-carboxamide FC(C1=CC(=NC=N1)C(=O)N)F